COC(=O)C1(CCC2(C(=CC3=CC(=C(C=C23)OCC)C)Br)CC1)N(C(C(F)(F)F)=O)C1=CC(=CC=C1)Cl (1s,4s)-2'-bromo-4-[(3-chlorophenyl)(trifluoroacetyl)amino]-6'-ethoxy-5'-methyl-spiro[cyclohexane-1,1'-indene]-4-carboxylic acid methyl ester